2,6-dimethyl-6-heptenyl-magnesium bromide CC(C[Mg]Br)CCCC(=C)C